diethanolamine-d3 N(C(CO)([2H])[2H])(CCO)[2H]